ClC1=C(C#N)C=CC(=C1)N1CC2(C[C@H]1C)CCN(CC2)C2=CC=C(C=C2)C(=O)N2CCC(CC2)CN2CCN(CC2)C2=NC=CC(=C2)NC2C(NC(CC2)=O)=O 2-Chloro-4-((3R)-8-(4-(4-((4-(4-((2,6-dioxopiperidin-3-yl)amino)pyridin-2-yl)piperazin-1-yl)methyl)piperidine-1-carbonyl)phenyl)-3-methyl-2,8-diazaspiro[4.5]decan-2-yl)benzonitrile